di-n-butyl-biphenyl-2,2'-diol C(CCC)C=1C(=C(C(=CC1)C=1C(=CC=CC1)O)O)CCCC